4-(3-aminopropyl)-2-methoxyphenol NCCCC1=CC(=C(C=C1)O)OC